Methyl (2-(3-((tertbutoxy carbonyl)amino)phenyl)thiazole-4-carbonyl)serinate C(C)(C)(C)OC(=O)NC=1C=C(C=CC1)C=1SC=C(N1)C(=O)N[C@@H](CO)C(=O)OC